2-(1-(tert-butyl)-5-(furan-2-yl)-1H-pyrazol-3-yl)-5-methylbenzo[d]oxazole C(C)(C)(C)N1N=C(C=C1C=1OC=CC1)C=1OC2=C(N1)C=C(C=C2)C